FC1(CN(C2=CC=CC=C2C1N1C(N(C2=NC(=NC=C2C1)SC)C)=O)C(=O)OC(C)(C)C)F tert-butyl 3,3-difluoro-4-(1-methyl-7-methylsulfanyl-2-oxo-4H-pyrimido[4,5-d]pyrimidin-3-yl)-2,4-dihydroquinoline-1-carboxylate